COC1=C(OC2=CC=C(C=C2)C(CC(=O)N)=O)C=CC=C1 3-(4-(2-methoxyphenoxy)phenyl)-3-oxopropanamide